4-[[(7S)-1-[2-[[(1S)-1-(2,2-difluoro-1,3-benzodioxol-5-yl)ethyl]amino]-4-pyridinyl]-3-(trifluoromethyl)-4,5,6,7-tetrahydroindazol-7-yl]oxy]benzoic acid FC1(OC2=C(O1)C=CC(=C2)[C@H](C)NC2=NC=CC(=C2)N2N=C(C=1CCC[C@@H](C21)OC2=CC=C(C(=O)O)C=C2)C(F)(F)F)F